NC1=CN(C=CC=C1)C(=O)C1=NN(C(=C1)C1=CC(=C(C#N)C=C1)F)[C@H]1C(C=CC=C1F)(F)C1CC1 (R)-4-(3-(3-aminoazepine-1-carbonyl)-1-(2-cyclopropyl-2,6-difluorophenyl)-1H-pyrazol-5-yl)-2-fluorobenzonitrile